trans-N4-(2,2,2-trifluoroethyl)cyclohexane-1,4-diamine FC(CN[C@@H]1CC[C@H](CC1)N)(F)F